2-[3-(4-Cyclopropylpiperazin-1-carbonyl)-5,6-dihydrocyclopenta[c]pyrazol-1(4H)-yl]-1-[4-(2,3-dimethylphenyl)piperazin-1-yl]ethan-1-on C1(CC1)N1CCN(CC1)C(=O)C=1C2=C(N(N1)CC(=O)N1CCN(CC1)C1=C(C(=CC=C1)C)C)CCC2